N1N=C(C=C1)C=1C=C(CNC(=O)C=2N=C(SC2)C#C)C=CC1 N-(3-(1H-pyrazol-3-yl)benzyl)-2-ethynylthiazole-4-carboxamide